p-toluenesulfonic acid-2-methylpiperazine salt CC1NCCNC1.CC1=CC=C(C=C1)S(=O)(=O)O